C(#N)C=1C=C2C(=CNC2=CC1)C=1C=C(OC1)C(CCC(=O)O)=O 4-(4-(5-cyano-1H-indol-3-yl)furan-2-yl)-4-oxobutyric acid